CN1C=[N+](C=C1)CCCCCCCCO 1-methyl-3-(8-hydroxyoctyl)imidazolium